C(C)(C)(C)OC(=O)N1CC(OCC1)C1(CC1)N(C)C.CO[Si](C1=C(C(=C(C(=C1F)F)F)F)F)(OC)OC trimethoxy(pentafluorophenyl)silane Tert-Butyl-2-(1-(dimethylamino)cyclopropyl)morpholine-4-carboxylate